3-(1-Methyl-1H-indazol-4-yl)aniline Methyl-5-bromo-1-(2-(3-methylisoxazol-5-yl)ethyl)-1H-pyrazole-3-carboxylate COC(=O)C1=NN(C(=C1)Br)CCC1=CC(=NO1)C.CN1N=CC2=C(C=CC=C12)C=1C=C(N)C=CC1